[Sn].[Pt].[Au] gold platinum tin